(S)-4-(1-(4-(3-(dimethylamino)pyrrolidin-1-yl)-2-fluorophenyl)-2-methyl-1H-imidazol-4-yl)-N-(1-(methylsulfonyl)piperidin-4-yl)-5-(trifluoromethyl)pyrimidin-2-amine CN([C@@H]1CN(CC1)C1=CC(=C(C=C1)N1C(=NC(=C1)C1=NC(=NC=C1C(F)(F)F)NC1CCN(CC1)S(=O)(=O)C)C)F)C